Methyl ((perfluorophenoxy)(phenoxy) phosphoryl)-L-alaninate FC1=C(OP(=O)(OC2=CC=CC=C2)N[C@@H](C)C(=O)OC)C(=C(C(=C1F)F)F)F